1,2-dioleylcarbamoyl-3-dimethylamino-propane C(CCCCCCC\C=C/CCCCCCCC)C(C(CN(C)C)CCCCCCCC\C=C/CCCCCCCC)C(N)=O